Cl.NC1CC(CCC1)C(=O)O 3-aminocyclohexanecarboxylate hydrochloride